CC=1SC(=C(C1C(=O)NC1CC2(CC(C2)C(=O)O)C1)CC1=CC=C(C=C1)C)C 6-(2,5-dimethyl-4-(4-methylbenzyl)thiophene-3-carboxamido)spiro[3.3]heptane-2-carboxylic acid